C(C)(=O)N1[C@H](CC1)CN1C(=NC2=C1C=C(C=C2)C(=O)OC)CC2=C(C=C(C(=C2)F)C2=NC(=CC=C2)OCC2=C(C=C(C=C2)C#N)F)F Methyl (R)-1-((1-acetylazetidin-2-yl)methyl)-2-(4-(6-((4-cyano-2-fluorobenzyl)oxy)pyridin-2-yl)-2,5-difluorobenzyl)-1H-benzo[d]imidazole-6-carboxylate